C(C)(=O)O.C(C)P(CC)(CC)CC tetraethyl-phosphine acetate